C(C)(C)(C)OC(=O)N[C@H](C(=O)N[C@@H]1C(CN(C1)CCCC(=O)OC)(C)C)CCCN1C(=NC=C1)[N+](=O)[O-] methyl 4-[(4R)-4-[(2S)-2-{[(tert-butoxy)carbonyl]amino}-5-(2-nitro-1H-imidazol-1-yl)pentanamido]-3,3-dimethylpyrrolidin-1-yl]butanoate